tert-Butyl (7-((3aS,6R,6aR)-6-(((tert-butyldimethylsilyl)oxy)methyl)-2,2-dimethyltetrahydrofuro[3,4-d][1,3]dioxol-4-yl)-2-chloropyrrolo[2,1-f][1,2,4]triazin-4-yl)(cyclopentyl)carbamate [Si](C)(C)(C(C)(C)C)OC[C@H]1OC([C@H]2[C@@H]1OC(O2)(C)C)C2=CC=C1C(=NC(=NN12)Cl)N(C(OC(C)(C)C)=O)C1CCCC1